1-(3-(5-(pyridin-3-yl)-2H-indazol-2-yl)piperidin-1-yl)prop-2-en-1-one N1=CC(=CC=C1)C1=CC2=CN(N=C2C=C1)C1CN(CCC1)C(C=C)=O